C(CCCC)OC1=C(C(=C(C=C1)B(O)O)F)F 4-pentyloxy-2,3-difluorophenylboronic acid